OC(N=C=O)N=C=O hydroxymethylene diisocyanate